2,6-dimethoxy-4-[5-[1-(tetrahydrofuran-2-ylmethyl)pyrazol-4-yl]benzimidazol-1-yl]-N-(2,2,2-trifluoroethyl)benzamide COC1=C(C(=O)NCC(F)(F)F)C(=CC(=C1)N1C=NC2=C1C=CC(=C2)C=2C=NN(C2)CC2OCCC2)OC